2',4,6-trifluoro-[1,1'-biphenyl]-2-carbaldehyde FC1=C(C=CC=C1)C=1C(=CC(=CC1F)F)C=O